2-[(2R,3R,4R,5R)-1-acetyl-3,4,5-trihydroxy-2-piperidyl]ethylphosphonic acid C(C)(=O)N1[C@@H]([C@H]([C@@H]([C@@H](C1)O)O)O)CCP(O)(O)=O